S1C=NC=C1C1=NC2=CC=CC=C2C(=C1)C(=O)O 2-(1,3-thiazol-5-yl)quinoline-4-carboxylic acid